(1R)-8-[6-(2,3-dichlorophenyl)-5-methyl-3-pyridinyl]-8-azaspiro[4.5]decan-1-amine ClC1=C(C=CC=C1Cl)C1=C(C=C(C=N1)N1CCC2(CCC[C@H]2N)CC1)C